FC(S(=O)(=O)OC1=C(C=C(C=C1[N+](=O)[O-])C=O)OC)(F)F (4-formyl-2-methoxy-6-nitro-phenyl) trifluoromethanesulfonate